N[C@@H](CC1=CC=CC=C1)C(=O)OCCCCCCCCCCCCCCCCCCCCCC Docosyl L-phenylalaninate